ClC=1C=CC(=C(C(=O)NC=2C(=NC(=CC2Cl)OC)C)C1)NC1=C(C=C(C=C1)F)C 5-chloro-N-(4-chloro-6-methoxy-2-methylpyridin-3-yl)-2-((4-fluoro-2-methylphenyl)amino)benzamide